N(=C=O)C1CCC(CC1)CC1CCC(CC1)N=C=O 1-isocyanato-4-[(4-isocyanatocyclohexyl)-methyl]-cyclohexane